1-(3-(4-Methoxyphenyl)-1,2,4-oxadiazol-5-yl)-N-((1-(thiophen-2-ylmethyl)pyrrolidin-3-yl)methyl)piperidine-4-carboxamide COC1=CC=C(C=C1)C1=NOC(=N1)N1CCC(CC1)C(=O)NCC1CN(CC1)CC=1SC=CC1